ClC=1C=CC2=C(O[C@H](CO2)COC2=CC=C(C=C2)C(CC(=O)O)C2=CN=CN2C)C1 3-(4-(((S)-7-chloro-2,3-dihydrobenzo[b][1,4]dioxin-2-yl)methoxy)phenyl)-3-(1-methyl-1H-imidazol-5-yl)propionic acid